C(C=C)OC12CC3(CC(CC(C1)C3)(C2)OCC=C)OCC=C 1,3,5-tris(allyloxy)adamantane